tert-Butyl 4-amino-3-(3-bromo-2-fluorobenzyl)-5-fluoro-2-azabicyclo[3.1.1]heptane-2-carboxylate NC1C(N(C2CC1(C2)F)C(=O)OC(C)(C)C)CC2=C(C(=CC=C2)Br)F